CC1CN(C=2C=CC3=C(C12)C=CC=C3C(F)(F)F)C(NCC#C)=N 1-methyl-N-(prop-2-yn-1-yl)-6-(trifluoromethyl)-1,2-dihydro-3H-benzo[e]indole-3-carboximidamide